(R)-1,1-difluoro-1-(2-fluoro-3-(1-((6-(4-isopropylpiperazin-1-yl)-7-methoxy-2-methylpyrido[2,3-d]pyrimidin-4-yl)amino)ethyl)phenyl)-2-methylpropan-2-ol FC(C(C)(O)C)(C1=C(C(=CC=C1)[C@@H](C)NC=1C2=C(N=C(N1)C)N=C(C(=C2)N2CCN(CC2)C(C)C)OC)F)F